O=C1NC(CCC1C1=C(C=C(C=C1F)N1CC(C1)NC(OC1CN(C1)C(N(C)C1=C(C=CC=C1)Cl)=O)=O)F)=O 1-((2-chlorophenyl)(methyl)carbamoyl)azetidin-3-yl (1-(4-(2,6-dioxopiperidin-3-yl)-3,5-difluorophenyl)azetidin-3-yl)carbamate